CN1N=C(C=C1)C1=CC=2N(C=C1)C(=CN2)C(=O)NC2=C(C=CC(=C2)C2=NOC(=N2)C)C 7-(1-methyl-1H-pyrazol-3-yl)-N-(2-methyl-5-(5-methyl-1,2,4-oxadiazol-3-yl)phenyl)imidazo[1,2-a]pyridine-3-carboxamide